ClC1=CC(=NC(=C1)N1N=C(C(=C1)C)CF)NC1CCC(CC1)(F)F 4-chloro-N-(4,4-difluorocyclohexyl)-6-(3-(fluoromethyl)-4-methyl-1H-pyrazol-1-yl)pyridin-2-amine